(1r,4r)-4-[(3-chloro-4-cyanophenyl)oxy]-N-[6-(piperazin-1-yl)-1,2-diazin-3-yl](1r,4r)-cyclohexanecarboxamide hydrochloride Cl.ClC=1C=C(C=CC1C#N)OC1CCC(CC1)C(=O)NC=1N=NC(=CC1)N1CCNCC1